dibutyl-1,2-cyclopentanedicarboxylic acid C(CCC)C1(C(CCC1)(C(=O)O)CCCC)C(=O)O